1-(2-bromothiazol-4-yl)cyclopropanecarboxylic acid BrC=1SC=C(N1)C1(CC1)C(=O)O